(S)-N-(3,5-dichlorobenzyl)-1-(5-methyl-2-((tetrahydro-furan-3-yl)amino)-pyrimidin-4-yl)-1H-imidazole-4-carboxamide ClC=1C=C(CNC(=O)C=2N=CN(C2)C2=NC(=NC=C2C)N[C@@H]2COCC2)C=C(C1)Cl